4-chloro-N-[(4S)-3,4-dihydro-2H-chromen-4-yl]-8-(2,3,5-trifluorophenyl)quinoline-3-carboxamide ClC1=C(C=NC2=C(C=CC=C12)C1=C(C(=CC(=C1)F)F)F)C(=O)N[C@H]1CCOC2=CC=CC=C12